BrC1=CC=C(CNC(=N)N)C=C1 1-(4-bromobenzyl)guanidine